(R)-3-[2-[3-[4-amino-8-(methylamino)pyrido[3,2-d]pyrimidin-6-yl]phenyl]ethynyl]-3-hydroxy-1-methyl-pyrrolidin-2-one NC=1C2=C(N=CN1)C(=CC(=N2)C=2C=C(C=CC2)C#C[C@]2(C(N(CC2)C)=O)O)NC